C1(CC1)C1=NN(C=N1)C1CC2(CN(C2)C(=O)N2CC3(CN(C3)S(=O)(=O)C3=C(C#N)C=CC=C3)C2)C1 2-[[6-[6-(3-cyclopropyl-1,2,4-triazol-1-yl)-2-azaspiro[3.3]heptane-2-carbonyl]-2,6-diazaspiro[3.3]heptane-2-yl]sulfonyl]benzonitrile